BrC1=CC=C(C=C1)C=1C(=NC2=CC=C(C=C2N1)C=1C2=CC=CC=C2C=2C=CC=CC2C1)C=1C=CC=2C(C3=CC=CC=C3C2C1)(C)C 3-(4-bromophenyl)-2-(9,9-dimethyl-9H-fluoren-3-yl)-6-(phenanthren-9-yl)quinoxaline